C(#N)C1=CC(=NN1C)COC1=CC=CC(=N1)C1=CC(=C(CC2=NC3=C(N2C[C@H]2OCC2)C=C(C=C3)C(=O)O)C=C1F)F (S)-2-(4-(6-((5-cyano-1-methyl-1H-pyrazol-3-yl)methoxy)pyridin-2-yl)-2,5-difluorobenzyl)-1-(oxetan-2-ylmethyl)-1H-benzo[d]imidazole-6-carboxylic acid